FC1=CN[C@@](C2=CC=CC(=C12)S(=O)(=O)N1C(CNCCC1)C)(C(=O)O)OC.CC1=C(C(=O)NC2CS(C2)=O)C=CC=C1 2-methyl-N-(trans-1-oxo-3-thietanyl)benzamide (R)-4-fluoro-1-methoxy-5-((2-methyl-1,4-diazepan-1-yl)sulfonyl)isoquinolineformate salt